2-(5-(((1R,2R,3S,5S,7R)-2-fluoro-1,5,7-trimethyl-9-azabicyclo[3.3.1]nonan-3-yl)(methyl)amino)pyrazin-2-yl)-5-(1H-imidazol-1-yl)phenol F[C@H]1[C@]2(C[C@@H](C[C@@](C[C@@H]1N(C=1N=CC(=NC1)C1=C(C=C(C=C1)N1C=NC=C1)O)C)(N2)C)C)C